CC(CCC)CC(CC(CCC)C)C 4,6,8-trimethyl-undecane